1-(5-bromo-2-chloro-4-methyl-phenyl)-3-[(1S)-1-(2-pyrimidin-2-yl-1,2,4-triazol-3-yl)ethyl]urea BrC=1C(=CC(=C(C1)NC(=O)N[C@@H](C)C=1N(N=CN1)C1=NC=CC=N1)Cl)C